FC1=CC(=CC(=C1)CCC1=CC=CC=C1)OC 1-Fluoro-3-methoxy-5-phenethylbenzene